2-[(4-{6-[(4-Cyano-2-fluorobenzyl)oxy]pyridin-2-yl}piperidin-1-yl)methyl]-3-[(2S)-oxetan-2-ylmethyl]-3H-imidazo[4,5-b]pyridin C(#N)C1=CC(=C(COC2=CC=CC(=N2)C2CCN(CC2)CC2=NC=3C(=NC=CC3)N2C[C@H]2OCC2)C=C1)F